3-bromo-2-methyl-benzoic acid BrC=1C(=C(C(=O)O)C=CC1)C